C1(=CC=C(C=C1)SC1=C(C=CC=C1)C1=C(C=CC=C1)SC1=CC=C(C=C1)C)C 2,2'-bis((4-tolyl)thio)-1,1'-biphenyl